C[Si](C)(C)C#CC1=CC=C(C=C1)C(C)NC(OC(C)(C)C)=O tert-butyl (1-(4-((trimethylsilyl)ethynyl)phenyl)ethyl)carbamate